2-((5-(3-(difluoromethyl)-1-methyl-1H-pyrazol-4-yl)-1,3,4-oxadiazol-2-yl)thio)-1-(4-(phenylsulfonyl)piperazin-1-yl)ethan-1-one FC(C1=NN(C=C1C1=NN=C(O1)SCC(=O)N1CCN(CC1)S(=O)(=O)C1=CC=CC=C1)C)F